C1(CCC1)CN1CC(N(CC1)C1=CC=C(C(=O)NC2=CC(=CC=C2)C#CC2=NC=CC=C2)C=C1)=O 4-(4-(CYCLOBUTYLMETHYL)-2-OXOPIPERAZIN-1-YL)-N-(3-(PYRIDIN-2-YLETHYNYL)PHENYL)BENZAMIDE